C1(CC1)NC(=O)C=1C=C(C=CC1F)COC1=NSC(=C1C(=O)N)NC(NCCCCN1C[C@@H](CC1)O)=O 3-[[3-(Cyclopropylcarbamoyl)-4-fluoro-phenyl]methoxy]-5-[4-[(3R)-3-hydroxypyrrolidin-1-yl]butylcarbamoylamino]isothiazole-4-carboxamide